2-cyano-3-[4-methoxy-3-(2-[[(1R)-2-phenyl-1-[(1S,2S,6R,8S)-2,9,9-trimethyl-3,5-dioxa-4-boratricyclo[6.1.1.0^[2,6]]decan-4-yl]ethyl]carbamoyl]ethoxy)phenyl]-N,N-dimethylprop-2-enamide C(#N)C(C(=O)N(C)C)=CC1=CC(=C(C=C1)OC)OCCC(N[C@@H](CC1=CC=CC=C1)B1O[C@]2([C@@H]3C([C@H](C[C@H]2O1)C3)(C)C)C)=O